NC1CN(C1)C(=O)OCCCC butyl 3-aminoazetidine-1-carboxylate